NC=1C2=C(N=CN1)N(C(=C2C(=O)NC2=CC=C(C=C2)COC)C#CC2=NC=CC=C2)C2(CC2)C 4-amino-N-[4-(methoxymethyl)phenyl]-7-(1-methylcyclopropyl)-6-(pyridin-2-ylethynyl)-7H-pyrrolo[2,3-d]pyrimidine-5-carboxamide